O[C@@H]1C[C@H](NC1)C(=O)NCC1=CC=C(C=C1)C1=CC=NN1C (2S,4R)-4-hydroxy-N-(4-(1-methyl-1H-pyrazol-5-yl)benzyl)pyrrolidine-2-carboxamide